bromosuccinimide triphenyl-phosphonium salt C1(=CC=CC=C1)[PH+](C1=CC=CC=C1)C1=CC=CC=C1.BrC1C(=O)NC(C1)=O